C(=O)O.O=C1NC(CCC1N1C(C2=C3C(C(=CC=C13)CNC(CCCCCCCCCCC(=O)N)=O)=CC=C2)=O)=O N12-((1-(2,6-dioxopiperidin-3-yl)-2-oxo-1,2-dihydrobenzo[cd]indol-6-yl)methyl)dodecanediamide formate